(ethyl-d5)-2-(methanesulfonyl)-9-(tetrahydro-2H-pyran-4-yl)-7,9-dihydro-8H-purin-8-one C(C([2H])([2H])[2H])([2H])([2H])N1C(N(C2=NC(=NC=C12)S(=O)(=O)C)C1CCOCC1)=O